Cl.N[C@H](C(=O)OCC#N)CCS(=O)(=O)C (S)-Cyanomethyl 2-amino-4-(methylsulfonyl)butanoate hydrochloride